C(C)(C)OC1=C(C=NC=C1)C(C(=O)O)N1C[C@@H](CC1)OCCCCC1=NC=2NCCCC2C=C1 2-(4-Isopropoxypyridin-3-yl)-2-((R)-3-(4-(5,6,7,8-tetrahydro-1,8-naphthyridin-2-yl)butoxy)pyrrolidin-1-yl)acetic acid